C(#N)C=1C(=CC(=NC1)NC(=O)N1CCCC2=CC(=C(N=C12)C(OC)OC)CN1C(OC=CC=C1)=C=O)NCCOC N-(5-cyano-4-((2-methoxyethyl)amino)pyridin-2-yl)-7-(dimethoxymethyl)-6-((2-carbonyl-1,3-oxazepin-3-yl)methyl)-3,4-dihydro-1,8-naphthyridin-1(2H)-carboxamide